ClC=1C=C(SC1CC1CCN(CC1)C)C(=O)OC methyl 4-chloro-5-((1-methylpiperidin-4-yl)methyl)thiophene-2-carboxylate